N-((3',5'-dichloro-5-(methoxymethoxy)-[1,1'-biphenyl]-3-yl)methyl)-2-methoxyethylamine ClC=1C=C(C=C(C1)Cl)C1=CC(=CC(=C1)OCOC)CNCCOC